2,4-bis(trichloromethyl)-6-(4-methoxyphenyl)-s-triazine ClC(C1=NC(=NC(=N1)C(Cl)(Cl)Cl)C1=CC=C(C=C1)OC)(Cl)Cl